(2R,3R,4R,5R)-5-(4-benzamido-2-oxopyrimidin-1(2H)-yl)-4-((tert-butyldimethylsilyl)oxy)-2-(((tert-butyldimethylsilyl)oxy)methyl)tetrahydrofuran-3-yl hydrogen sulfate S(=O)(=O)(O[C@@H]1[C@H](O[C@H]([C@@H]1O[Si](C)(C)C(C)(C)C)N1C(N=C(C=C1)NC(C1=CC=CC=C1)=O)=O)CO[Si](C)(C)C(C)(C)C)O